C(C=C)(=O)N1[C@@H]2CN([C@@H]2CC1)C1=C(C(=NC2=CC(=C(C=C12)Cl)C1=CC=CC2=CC=CC(=C12)Cl)OCC12CCCN2CCC1)CC#N 4-((1R,5R)-2-acryloyl-2,6-diazabicyclo[3.2.0]hept-6-yl)-6-chloro-7-(8-chloronaphthalen-1-yl)-2-((tetrahydro-1H-pyrrolizin-7a(5H)-yl)methoxy)quinoline-3-acetonitrile